C(#N)[C@H]1N(CSC1)C(CNC(=O)C1=CC=NC2=CC=C(C=C12)N1CC(C1)OC)=O (R)-N-(2-(4-Cyanothiazolidin-3-yl)-2-oxoethyl)-6-(3-methoxyazetidin-1-yl)quinoline-4-carboxamide